N-((S)-1-(((S)-4-(benzylamino)-3,4-dioxo-1-(2-oxo-1,2-dihydropyridin-3-yl)butan-2-yl)amino)-4-methyl-1-oxopentan-2-yl)-1H-imidazole-2-carboxamide C(C1=CC=CC=C1)NC(C([C@H](CC=1C(NC=CC1)=O)NC([C@H](CC(C)C)NC(=O)C=1NC=CN1)=O)=O)=O